Cl.CN1N=C(C2=CC=CC(=C12)NC1CCNCC1)C1C(NC(CC1)=O)=O 3-[1-methyl-7-(4-piperidylamino)indazol-3-yl]piperidine-2,6-dione hydrochloride